COCC=1N=C2N(N=C(C(=C2)C)N2CC=3C=C(C=NC3CC2)C2=CSC=C2)C(C1)=O 2-(methoxymethyl)-8-methyl-7-(3-(thiophen-3-yl)-7,8-dihydro-1,6-naphthyridin-6(5H)-yl)-4H-pyrimido[1,2-b]pyridazin-4-one